3-(Hydroxymethyl)-5,5-dimethylimidazolidine-2,4-dione OCN1C(NC(C1=O)(C)C)=O